ethyl 2-(5-tert-butylpyridin-2-yl)-2,2-difluoroacetate C(C)(C)(C)C=1C=CC(=NC1)C(C(=O)OCC)(F)F